ClC1=C(C(=NN1CC1=CC(=CC(=C1)F)F)C(=O)OCC)CCNC(C(F)F)C ethyl 5-chloro-1-(3,5-difluorobenzyl)-4-(2-((1,1-difluoropropan-2-yl)amino)ethyl)-1H-pyrazole-3-carboxylate